L-lysyl-L-prolyl-L-arginyl-glycine N[C@@H](CCCCN)C(=O)N1[C@@H](CCC1)C(=O)N[C@@H](CCCNC(N)=N)C(=O)NCC(=O)O